COC1=C(C=CC(=C1)OC)CNC1=CC=2N(C(N(CC2C=N1)C1=C(C=CC=C1C)F)=O)C1CC(CCC1)N(C(OC(C)(C)C)=O)C tert-Butyl N-[3-[7-[(2,4-dimethoxyphenyl)methylamino]-3-(2-fluoro-6-methyl-phenyl)-2-oxo-4H-pyrido[4,3-d]pyrimidin-1-yl]cyclohexyl]-N-methyl-carbamate